N-(2-(2-hydroxypropoxy)ethyl)-1-methyl-2-((6-(trifluoromethyl)-benzo[d]oxazol-2-yl)-amino)-1H-benzo[d]-imidazole-5-carboxamide OC(COCCNC(=O)C1=CC2=C(N(C(=N2)NC=2OC3=C(N2)C=CC(=C3)C(F)(F)F)C)C=C1)C